5-(4-(2,3-dimethyl-2-butoxycarbonyl)phenyl)-7-oxo-bicyclo[2.2.1]Hept-2-ene CC(C)(C(C)C)OC(=O)C1=CC=C(C=C1)C1C2C=CC(C1)C2=O